C1(=CC=C(C=C1)C1=CC(=NC2=CC=C(C=C12)C(=O)N1CCN(CC1)C1COC1)C)C1=CC=CC=C1 (4-([1,1'-biphenyl]-4-yl)-2-methylquinolin-6-yl)(4-(oxetan-3-yl)piperazin-1-yl)methanone